ClC=1C=C(C=C2C=C(N=NC12)NC(=O)[C@H]1[C@H](C1)F)C1=C(C=NC=C1)C (1S,2S)-N-[8-chloro-6-(3-methyl-4-pyridyl)cinnolin-3-yl]-2-fluoro-cyclopropanecarboxamide